(R)-N-(6-(3-Chlorophenyl)-pyrimidin-4-yl)-4-cyanomorpholine-2-carboxamide ClC=1C=C(C=CC1)C1=CC(=NC=N1)NC(=O)[C@H]1CN(CCO1)C#N